N[C@H]1CCC2=CC(=CC=C12)N1C(=NC=2C1=NC(=CC2)C2=NC=CN=C2)C=2C(=NC=CC2)N (S)-3-(3-(1-amino-2,3-dihydro-1H-inden-5-yl)-5-(pyrazin-2-yl)-3H-imidazo[4,5-b]pyridin-2-yl)pyridin-2-amine